NC1=C(C=CC=C1C)C(C)=O 1-(2-amino-3-methyl-phenyl)ethanone